C1(=CC=CC=C1)N(C1=CC=C(C=C1)C1=CC=C(C=C1)N(C1=CC=C(C=C1)N(C=1C=C(C=CC1)C)C1=CC=CC=C1)C1=CC=CC=C1)C1=CC=C(C=C1)N(C=1C=C(C=CC1)C)C1=CC=CC=C1 N,N'-diphenyl-N,N'-bis(4-(phenyl-m-tolylamino)phenyl)biphenyl-4,4'-diamine